FC1=C(C=CC=C1)OB(O)O fluorophenylboric acid